CC1=C(C=CC=C1C(F)(F)F)NC(C(=O)O)=O 2-((2-methyl-3-(trifluoromethyl)phenyl)amino)-2-oxoacetic acid